1-(3-fluoro-5-(5-(3-(methylsulfonyl)phenyl)-1H-pyrazolo[3,4-b]pyridin-3-yl)phenyl)-3-phenylurea FC=1C=C(C=C(C1)C1=NNC2=NC=C(C=C21)C2=CC(=CC=C2)S(=O)(=O)C)NC(=O)NC2=CC=CC=C2